COC1=C(C=CC(=C1)C=1C=NN(C1)C)NC=1N=CC2=C(N1)C(=NC=C2)NCC2(COC2)C N2-(2-methoxy-4-(1-methyl-1H-pyrazol-4-yl)phenyl)-N8-((3-methyloxetan-3-yl)methyl)pyrido[3,4-d]pyrimidine-2,8-diamine